CN(CC(C)C=1SC2=C(N1)C=C(C=C2)[C@@H]2N(C[C@H](CC2)C)C(C(=O)N)=O)C 2-((2R,5S)-2-(2-(1-(dimethylamino)propan-2-yl)benzo[d]thiazol-5-yl)-5-methylpiperidin-1-yl)-2-oxoacetamide